C(C)N1CCN(CC1)C1=NC2=CC=C(C=C2C(=C1)C)NC(=S)NCC=1OC=CC1 1-[2-(4-ethyl-piperazin-1-yl)-4-methyl-quinolin-6-yl]-3-furan-2-ylmethyl-thiourea